(4SR,5RS)-5-(4-methoxyphenyl)-3,3-dimethyl-1,2-dithiolan-4-ol COC1=CC=C(C=C1)[C@@H]1[C@@H](C(SS1)(C)C)O |r|